β,3-bis(trifluoromethyl)benzenepropanoic acid FC(C(CC(=O)O)C1=CC(=CC=C1)C(F)(F)F)(F)F